FC(C1=CC=C(C(=O)ON=C2CSC=C2)C=C1)(F)F thiophen-3-one O-(4-(trifluoromethyl)benzoyl) oxime